CC=1N=C(NC1)C1=NC=CC=N1 (4-methyl-1H-imidazol-2-yl)pyrimidin